5-Amino-8-(2-furyl)-3-[2-[4-(4-methoxyphenyl)-3,6-dihydro-2H-pyridin-1-yl]ethyl]-1-methyl-[1,2,4]triazolo[5,1-f]purin-2-one NN1C=NC(=C2N3C(N=C12)N(C(N3C)=O)CCN3CCC(=CC3)C3=CC=C(C=C3)OC)C=3OC=CC3